ClC1=CC2=C(N(C(C(N2C)=O)=O)C2CCN(CC2)CC2=CC3=C(OCCO3)C=C2)N=C1 7-Chloro-4-(1-((2,3-dihydrobenzo[b][1,4]dioxin-6-yl)methyl)piperidin-4-yl)-1-methyl-1,4-dihydropyrido[2,3-b]pyrazine-2,3-dione